(1-(2-chloropyridin-4-yl)cyclopropyl)methanol ClC1=NC=CC(=C1)C1(CC1)CO